N1=CC(=CC=C1)CN 3-PyridineMethylamine